C(C)N1N=C(C=C1)C=1C(=CC(=NC1)NC(C)=O)NC1=NC(=CC(=C1)OCCO)S(=O)(=O)C N-(5-(1-ethyl-1H-pyrazol-3-yl)-4-((4-(2-hydroxyethoxy)-6-(methylsulfonyl)pyridin-2-yl)amino)pyridin-2-yl)acetamide